5-[4-[(3S)-1-(3-fluoropropyl)pyrrolidin-3-yl]oxyphenyl]-6-isoxazol-4-yl-8,9-dihydro-7H-benzo[7]annulen-2-ol FCCCN1C[C@H](CC1)OC1=CC=C(C=C1)C1=C(CCCC2=C1C=CC(=C2)O)C=2C=NOC2